2-[hexahydropyridin-2-yl]-1-methylbenzo[d]imidazole N1C(CCCC1)C1=NC2=C(N1C)C=CC=C2